COC([C@H](CC(C)C)N1N=C(C(=CC1=O)C(F)(F)F)CCN1CC(C1)F)=O (S)-2-(3-(2-(3-fluoroazetidin-1-yl)ethyl)-6-oxo-4-(trifluoromethyl)pyridazine-1(6H)-yl)-4-methylpentanoic acid methyl ester